6-{1-[(3S)-1-(1,3-dioxolan-2-yl)-4-methylpentan-3-yl]azetidin-3-yl}-4-{4-fluoro-2-[(3R)-3-methylmorpholine-4-carbonyl]phenyl}-1-methyl-1H-indazole O1C(OCC1)CC[C@@H](C(C)C)N1CC(C1)C1=CC(=C2C=NN(C2=C1)C)C1=C(C=C(C=C1)F)C(=O)N1[C@@H](COCC1)C